[6-[(5-Chloro-3-pyridyl)oxy]-2-azaspiro[3.3]heptan-2-yl]-[3-(4H-1,2,4-triazol-3-yl)pyrrolidin-1-yl]methanone ClC=1C=C(C=NC1)OC1CC2(CN(C2)C(=O)N2CC(CC2)C2=NN=CN2)C1